CN(C1=NC2=NC(=NC(=C2N1C)C12CC(C1)(C2)C(F)(F)F)[C@@H]2C[C@@H](OCC2)C=2C=CC(N(C2)C)=O)C 5-((2R,4S)-4-(8-(dimethylamino)-7-methyl-6-(3-(trifluoromethyl)bicyclo[1.1.1]pentan-1-yl)-7H-purin-2-yl)tetrahydro-2H-pyran-2-yl)-1-methylpyridin-2(1H)-one